7-(2-((4-chloro-2-methylphenyl)amino)-5-methylpyridin-4-yl)-2-(5-fluoro-2-(hydroxymethyl)benzyl)-3,4-dihydropyrrolo[1,2-a]pyrazin-1(2H)-one ClC1=CC(=C(C=C1)NC1=NC=C(C(=C1)C=1C=C2N(CCN(C2=O)CC2=C(C=CC(=C2)F)CO)C1)C)C